4,4'-bis(3-(trifluoromethyl)-3H-diazirin-3-yl)-1,1'-biphenyl FC(C1(N=N1)C1=CC=C(C=C1)C1=CC=C(C=C1)C1(N=N1)C(F)(F)F)(F)F